4-[2-(dimethylamino)ethyl]Styrene CN(CCC1=CC=C(C=C)C=C1)C